C(C)OC(C(C1=C2N(C=N1)C[C@@H](C2)F)N2N=C1C(=C(C=C(C1=C2)C)C2=CC=C(C=C2)N2CCOCC2)C)=O 2-(4,7-dimethyl-6-(4-morpholinophenyl)-2H-indazol-2-yl)-2-((R)-6-fluoro-6,7-dihydro-5H-pyrrolo[1,2-c]imidazol-1-yl)acetic acid ethyl ester